FC1=C(C=CC=C1C(F)(F)F)[C@@H](C)NC(=O)C1=NN(C(C(=C1)Br)=O)C=1C=NC=C(C1)C1=CN=NN1C N-{(R)-1-[2-Fluoro-3-(trifluoromethyl)phenyl]ethyl}-5-bromo-1-[5-(1-methyl-1H-1,2,3-triazol-5-yl)-3-pyridyl]-6-oxo-1,6-dihydropyridazine-3-carboxamide